tert-butyl 4-(4-(4-benzyl-3,5-dioxo-1,2,4-thiadiazolidin-2-yl) butyl)-1,4-diazine-1-carboxylate C(C1=CC=CC=C1)N1C(N(SC1=O)CCCCN1C=CN(C=C1)C(=O)OC(C)(C)C)=O